C(CNC(=O)OCC)NC(=O)OCC ethylene-bis-urethane